C(C1=CC=CC=C1)(C1=CC=CC=C1)(C1=CC=CC=C1)N[C@H](C(C)(C)S)C(=O)O trityl-D-penicillamine